FC1(CC1)C=1C=2N(C=C(C1)C(=O)O)C=C(N2)C 8-(1-fluorocyclopropyl)-2-methylimidazo[1,2-a]pyridine-6-carboxylic acid